5-(6-(Pyridin-2-ylamino) pyrimidin-4-ylamino)-6-methoxy-1H-indazoleformate N1=C(C=CC=C1)NC1=CC(=NC=N1)NC=1C=C2C(=NNC2=CC1OC)C(=O)[O-]